C(CCC\C=C/CC)OC(CCCC(=O)OCCCCCCN(CCCCCCOC(CCCC(OCCCC\C=C/CC)OCCCC\C=C/CC)=O)CCCO)OCCCC\C=C/CC ((3-hydroxypropyl)azanediyl)bis(hexane-6,1-diyl) bis(5,5-bis(((Z)-oct-5-en-1-yl)oxy)pentanoate)